4-(3-methyl-5-isoxazolyl)-5-phenylcyclohexane-1,3-dione CC1=NOC(=C1)C1C(CC(CC1C1=CC=CC=C1)=O)=O